(6R,12R)-17-amino-6-hydroxy-12-methyl-6,15-bis(trifluoromethyl)-13,19-dioxa-3,4,18-triazatricyclo[12.3.1.12,5]nonadeca-1(18),2,4,14,16-pentaen-10-one NC1=CC(=C2O[C@@H](CC(CCC[C@@](C3=NN=C(C1=N2)O3)(C(F)(F)F)O)=O)C)C(F)(F)F